2-((5-(pyridin-4-yl)-1,3,4-thiadiazol-2-yl)methyl)-6-(2-(2,2,2-trifluoroethoxy)pyrimidin-5-yl)pyridazin-3(2H)-one N1=CC=C(C=C1)C1=NN=C(S1)CN1N=C(C=CC1=O)C=1C=NC(=NC1)OCC(F)(F)F